Isopropyl [(6S)-4-(4-chlorophenyl)-2,3,9-trimethyl-6H-thieno[3,2-f][1,2,4]triazolo[4,3-a][1,4]diazepin-6-yl]acetate ClC1=CC=C(C=C1)C1=N[C@H](C=2N(C3=C1C(=C(S3)C)C)C(=NN2)C)CC(=O)OC(C)C